3-(2-(2-(1,3-dioxoisoindolin-2-yl)ethoxy)ethoxy)propyl methanesulfonate CS(=O)(=O)OCCCOCCOCCN1C(C2=CC=CC=C2C1=O)=O